OC1=C(C(=CC(=C1)C)C)N1N=C2N=C(NC(C2=C1)=O)COC 2-(2-hydroxy-4,6-dimethylphenyl)-6-(methoxymethyl)-2,5-dihydro-4H-pyrazolo[3,4-d]pyrimidin-4-one